[Si]([O-])([O-])([O-])[O-].[Mg+2].P(=O)([O-])(O)O.[Na+].[Na+].[Na+] trisodium phosphate Magnesium silicate